[(Z)-1-aminoethylideneamino]4-methyl-2-[3-[[3-(5-methyl-1,2,4-oxadiazol-3-yl)benzoyl]amino]propanoylamino]thiazole-5-carboxylate N\C(\C)=N/S1C(=NC(=C1C(=O)[O-])C)NC(CCNC(C1=CC(=CC=C1)C1=NOC(=N1)C)=O)=O